4-[cyclopropyl-[4-(5,6,7,8-tetrahydro-1,8-naphthyridin-2-yl)butyl]amino]-2-[(3,3-difluorocyclohexanecarbonyl)amino]butanoic acid C1(CC1)N(CCC(C(=O)O)NC(=O)C1CC(CCC1)(F)F)CCCCC1=NC=2NCCCC2C=C1